C[C@@H]1O[C@@H](CN(C1)CC1=CC(=NC(=C1)N)NC1CCOCC1)C 4-(((2S,6R)-2,6-dimethylmorpholino)methyl)-N2-(tetrahydro-2H-pyran-4-yl)pyridine-2,6-diamine